(3S,4R)-1-benzyl-4-methylpyrrolidine-3-carboxylic acid C(C1=CC=CC=C1)N1C[C@H]([C@H](C1)C)C(=O)O